1-Bromo-3,5-xylene BrC1=CC(=CC(=C1)C)C